(R)-2-amino-2-(1-(2-(4-chloro-2'-fluoro-[1,1'-biphenyl]-2-yl)ethyl)piperidin-4-yl)-1-(4-(2-ethoxy-6-fluorobenzyl)piperazin-1-yl)ethan-1-one hydrochloride Cl.N[C@@H](C(=O)N1CCN(CC1)CC1=C(C=CC=C1F)OCC)C1CCN(CC1)CCC1=C(C=CC(=C1)Cl)C1=C(C=CC=C1)F